OC(C(=O)OC)CO methyl 2,3-dihydroxypropionate